1,1-dibromo-4,4-dimethyl-1,4-disilacyclohexane Br[Si]1(CC[Si](CC1)(C)C)Br